6-{3-acetyl-3-azabicyclo[3.1.0]hex-1-yl}-4-{[(1R)-1-[3-(difluoromethyl)-2-fluorophenyl]ethyl]amino}-8-methyl-7H,8H-pyrido[2,3-d]pyrimidine C(C)(=O)N1CC2(CC2C1)C1=CC2=C(N=CN=C2N[C@H](C)C2=C(C(=CC=C2)C(F)F)F)N(C1)C